diallyl-dipropylene glycol C(C=C)C(C(COC(C)CO)O)CC=C